N-[3-chloro-2-fluoro-4-(hydroxymethyl)phenyl]-1-(4-fluorophenyl)-3-methyl-1H-pyrazole-4-carboxamide ClC=1C(=C(C=CC1CO)NC(=O)C=1C(=NN(C1)C1=CC=C(C=C1)F)C)F